N(=[N+]=[N-])CC(=O)N1[C@@H](C[C@H](C1)OC(C)(C)C)C(=O)NCC1=CC=C(C=C1)Cl (2S,4R)-1-(2-azidoacetyl)-4-(tert-butoxy)-N-(4-chlorobenzyl)pyrrolidine-2-carboxamide